N(CCO)CCO.N[C@@H](CCC(=O)O)C(=O)O glutamic acid diethanolamine salt